tetramethylene tetrabutyl bisphosphate P(=O)(OCCCCOP(=O)(OCCCC)OCCCC)(OCCCC)OCCCC